OC(CN1CCCC1)C1=CC=C(C=C1)C1=C(C=C(C#N)C=C1)OC1=NC(=NC(=C1)C1=CC=CC=C1)C 4-[4-(1-hydroxy-2-pyrrolidin-1-ylethyl)phenyl]-3-(2-methyl-6-phenylpyrimidin-4-yl)oxybenzonitrile